(2S,4r)-N-(2-anilino-1,1-dimethyl-2-oxo-ethyl)-1-[(2S)-2-(4-cyclopropyltriazol-1-yl)-3,3-dimethyl-butyryl]-4-hydroxy-pyrrolidine-2-carboxamide N(C1=CC=CC=C1)C(C(C)(C)NC(=O)[C@H]1N(C[C@@H](C1)O)C([C@H](C(C)(C)C)N1N=NC(=C1)C1CC1)=O)=O